[Cl-].[Cl-].[Zn+2].C1(=CC=CC=C1)P(C1=CC=CC=C1)C1=CC=CC=C1.C1(=CC=CC=C1)P(C1=CC=CC=C1)C1=CC=CC=C1 bis(triphenylphosphine) zinc dichloride